FC1=CC(=C(C=C1F)C1=CC(=CC=C1)NC(=O)C=1C(N(C=C(C1)CNC1(CCC1)C)CC(F)(F)F)=O)C1=NN=CN1C N-(4',5'-Difluoro-2'-(4-methyl-4H-1,2,4-triazol-3-yl)-[1,1'-biphenyl]-3-yl)-5-(((1-methylcyclobutyl)amino)methyl)-2-oxo-1-(2,2,2-trifluoroethyl)-1,2-dihydropyridine-3-carboxamide